N-((2S,3S)-2-(3-bromo-2-fluorobenzyl)-1-((R)-oxetane-2-carbonyl)pyrrolidin-3-yl)methanesulfonamide BrC=1C(=C(C[C@@H]2N(CC[C@@H]2NS(=O)(=O)C)C(=O)[C@@H]2OCC2)C=CC1)F